ClC1=CC(=C(C=C1)[C@@]1(OC2=C(O1)C=CC=C2C2CCN(CC2)CC=2N(C(=C(N2)C2=CC=C(O2)C(=O)O)C)C[C@H]2OCC2)C)F 5-(2-((4-((S)-2-(4-chloro-2-fluorophenyl)-2-methylbenzo[d][1,3]dioxol-4-yl)piperidin-1-yl)methyl)-5-methyl-1-(((S)-oxetan-2-yl)methyl)-1H-imidazol-4-yl)furan-2-carboxylic acid